1,3-diisopropyl-perimidinium hydrogen carbonate C(O)([O-])=O.C(C)(C)[N+]1=CN(C2=CC=CC3=CC=CC1=C23)C(C)C